[Cl-].OC(C[N+](C)(C)C)CO 2,3-dihydroxypropyltrimethyl-ammonium chloride